((3S,4S)-8-(5-bromo-3-(hydroxymethyl)-6-methylpyrazin-2-yl)-3-Methyl-2-oxa-8-azaspiro[4.5]dec-4-yl)carbamate BrC=1N=C(C(=NC1C)N1CCC2([C@@H]([C@@H](OC2)C)NC([O-])=O)CC1)CO